(2S)-3-[3-[(1H-Benzimidazol-2-ylamino)methyl]phenyl]-2-[(3R)-pyrrolidin-3-yl]propanoic acid N1C(=NC2=C1C=CC=C2)NCC=2C=C(C=CC2)C[C@H](C(=O)O)[C@@H]2CNCC2